O1C(CCC1)CNC1=NC2=NC=CN=C2C(N1)=O N-((tetrahydrofuran-2-yl)methyl)pterin